(8aR)-benzyl 2-(4-(1-((tert-butoxycarbonyl)amino)-2-methoxy-2-oxoethyl)phenyl)-3-oxohexahydroimidazo[1,5-a]pyrazin-7(1H)-carboxylate C(C)(C)(C)OC(=O)NC(C(=O)OC)C1=CC=C(C=C1)N1C(N2[C@@H](CN(CC2)C(=O)OCC2=CC=CC=C2)C1)=O